O(P(OC1=CC=CC=C1)OP(OC1=CC=CC=C1)[O-])C1=C(C=C(C=C1)C(C)(C)C)C(C)(C)C (2,4-di-tert-butylphenyl) diphenyl diphosphite